ClC=1C=CC(=NC1)COC=1C=C(C=CC1NS(=O)(=O)CC(F)(F)F)C1=NNC(=C1C(=O)N)NC1=NC=CN=C1 3-{3-[(5-chloropyridin-2-yl)methoxy]-4-(2,2,2-trifluoroethane-sulfonamido)phenyl}-5-[(pyrazin-2-yl)amino]-1H-pyrazole-4-carboxamide